tert-butyldimethyl((4-(4,4,5,5-tetramethyl-1,3,2-dioxaborolan-2-yl)cyclohex-3-en-1-yl)oxy)silane C(C)(C)(C)[Si](OC1CC=C(CC1)B1OC(C(O1)(C)C)(C)C)(C)C